6-(3,4-diaminophenyl)-3-methyl-2-(morpholinomethyl)quinazolin-4(3H)-one NC=1C=C(C=CC1N)C=1C=C2C(N(C(=NC2=CC1)CN1CCOCC1)C)=O